N(=C=O)CCC=1OC(=CC1)CCN=C=O 2,5-bis(2-isocyanatoethyl)furan